C(C)(C)(C)OC(=O)N1CCC2(COC2)CC1.OC1=CC=C(C=C1)C(CC)C1CCC(CC1)O 1-(4-hydroxyphenyl)-1-(4-hydroxycyclohexyl)propane tert-butyl-2-oxa-7-azaspiro[3.5]nonane-7-carboxylate